(S)-N-(2-amino-1-(3-chlorophenyl)ethyl)-1-(2-((3,3-difluorocyclobutyl)amino)-5-methylpyrimidin-4-yl)-1H-imidazole-4-amide hydrochloride Cl.NC[C@H](C1=CC(=CC=C1)Cl)NC(=O)C=1N=CN(C1)C1=NC(=NC=C1C)NC1CC(C1)(F)F